C(=O)C=1N=C(N(C1)COCC[Si](C)(C)C)C1CN(C1)C(=O)OC(C)(C)C tert-butyl 3-(4-formyl-1-((2-(trimethylsilyl)ethoxy)methyl)-1H-imidazol-2-yl)azetidine-1-carboxylate